2-((1-(2-((tert-butyldimethylsilyl)oxy)ethyl)-3-((tetrahydro-2H-pyran-4-yl)oxy)-1H-pyrazol-4-yl)amino)-7-((S)-1-methoxypropan-2-yl)-7H-pyrrolo[2,3-d]pyrimidine-6-carbonitrile [Si](C)(C)(C(C)(C)C)OCCN1N=C(C(=C1)NC=1N=CC2=C(N1)N(C(=C2)C#N)[C@H](COC)C)OC2CCOCC2